C12(CC(C1)C2)N2[C@@H](C=1NC3=CC=CC=C3C1C[C@H]2C)C2=C(C=C(C=C2F)/C=C/C(=O)OC)F Methyl (E)-3-(4-((1R,3R)-2-(bicyclo[1.1.1]pentan-1-yl)-3-methyl-2,3,4,9-tetrahydro-1H-pyrido[3,4-b]indol-1-yl)-3,5-difluorophenyl)acrylate